ClC=1C=C(C=CC1)CC(OC(=O)N[C@H](C(=O)N[C@H](C(=O)O)C[C@H]1C(NCC1)=O)CC1CCCCC1)C1=CC=CC=C1 (2S)-2-((2S)-2-(((2-(3-chlorophenyl)-1-phenylethoxy)carbonyl)amino)-3-cyclohexylpropanamido)-3-((S)-2-oxopyrrolidin-3-yl)propanoic acid